4-phenyl-6-(piperidin-4-yl)-N-(pyridin-4-yl)pyrimidin-2-amine C1(=CC=CC=C1)C1=NC(=NC(=C1)C1CCNCC1)NC1=CC=NC=C1